4-(7-(2-hydroxyethoxy)-1,3-dimethyl-2-oxo-1,2-dihydroquinolin-5-yl)-1-methyl-7-(1-methyl-1H-pyrazol-4-yl)-1,2,3,4-tetrahydroquinoxaline-6-carbonitrile OCCOC1=CC(=C2C=C(C(N(C2=C1)C)=O)C)N1CCN(C2=CC(=C(C=C12)C#N)C=1C=NN(C1)C)C